2-(6-azaspiro[2.5]oct-6-yl)-N-(6-(2,2-dimethyl-4-morpholinyl)-2-pyridinyl)-6-((2-hydroxy-1,1-dimethylethyl)amino)-3-pyridinecarboxamide C1CC12CCN(CC2)C2=NC(=CC=C2C(=O)NC2=NC(=CC=C2)N2CC(OCC2)(C)C)NC(CO)(C)C